(2R,3R,4S,5R)-2-(6-Amino-9H-purin-9-yl)-5-(((naphthalen-2-ylmethyl)amino)methyl)tetrahydrofuran-3,4-diol NC1=C2N=CN(C2=NC=N1)[C@@H]1O[C@@H]([C@H]([C@H]1O)O)CNCC1=CC2=CC=CC=C2C=C1